(4-phenoxy-phenyl)-phenyl-methanol O(C1=CC=CC=C1)C1=CC=C(C=C1)C(O)C1=CC=CC=C1